C(C)(C)(C)OC(=O)N(C=1C(=NC(=C(C1)C(F)(F)F)C(CCCCO)=C)C(=O)OC)C(=O)OC(C)(C)C Methyl 3-[bis(tert-butoxycarbonyl)amino]-6-(5-hydroxy-1-methylene-pentyl)-5-(trifluoromethyl)pyridine-2-carboxylate